FC=1C(=C(C=C(C1)F)NC1=NC=2N(C(=C1)NC)N=CC2C(=O)O)OC 5-((3,5-difluoro-2-methoxyphenyl)amino)-7-(methylamino)pyrazolo[1,5-a]pyrimidine-3-carboxylic acid